tert-butyl N-(3-{[N-({3-[(tert-butoxycarbonyl)amino]bicyclo[1.1.1]pentan-1-yl}methyl)-2-nitrobenzenesulfonamido]methyl}bicyclo[1.1.1]pentan-1-yl)carbamate C(C)(C)(C)OC(=O)NC12CC(C1)(C2)CN(S(=O)(=O)C2=C(C=CC=C2)[N+](=O)[O-])CC21CC(C2)(C1)NC(OC(C)(C)C)=O